C(C=C)(=O)N1C[C@H](CC1)N1N=C(C(=C1NC)C(=O)N)C#CC=1C(=CC=2C3=C(N=NC2C1)CCC3)Cl (S)-1-(1-Acryloylpyrrolidin-3-yl)-3-((8-chloro-2,3-dihydro-1H-cyclopenta[c]cinnolin-7-yl)ethynyl)-5-(methylamino)-1H-pyrazole-4-carboxamide